NC1=C(C=CC=C1)NC(CCCCCCCCCOC=1C=C(C=C2C(=NC=NC12)C)C=1C=NC(=CC1)OC)=O N-(2-aminophenyl)-10-((6-(6-methoxypyridin-3-yl)-4-methylquinazolin-8-yl)oxy)decanoamide